7-(benzyloxy)-2-cyclopropyl-N-(6-methoxypyridin-2-yl)imidazo[1,2-a]pyridine-6-carboxamide C(C1=CC=CC=C1)OC1=CC=2N(C=C1C(=O)NC1=NC(=CC=C1)OC)C=C(N2)C2CC2